(6S,7R)-6-((S)-5H-imidazo[5,1-a]isoindol-5-yl)-4,5,6,7-tetrahydrobenzo[d]thiazol-7-ol C=1N=CN2C1C1=CC=CC=C1[C@@H]2[C@H]2[C@H](C1=C(N=CS1)CC2)O